benzyl (5-((2S,4R)-1-((R)-2-(2-naphthamido)-3-cyclohexylpropanoyl)-4-(4-(2-hydroxypropan-2-yl)-1H-1,2,3-triazol-1-yl)pyrrolidine-2-carboxamido)-7-amino-6-hydroxy-7-oxoheptyl)carbamate C1=C(C=CC2=CC=CC=C12)C(=O)N[C@@H](C(=O)N1[C@@H](C[C@H](C1)N1N=NC(=C1)C(C)(C)O)C(=O)NC(CCCCNC(OCC1=CC=CC=C1)=O)C(C(=O)N)O)CC1CCCCC1